FC1=C(C=CC=C1F)N1CC(C1)CC(=O)N1CC=2N=C(N=C(C2C1C)OC)C#N 6-(2-(1-(2,3-Difluorophenyl)azetidin-3-yl)acetyl)-4-methoxy-5-methyl-6,7-dihydro-5H-pyrrolo[3,4-d]pyrimidine-2-carbonitrile